(5-(3,5-difluorophenyl)-4,5-dihydro-1H-pyrazol-1-yl)ketone hydrochloride Cl.FC=1C=C(C=C(C1)F)C1CC=NN1C(=O)N1N=CCC1C1=CC(=CC(=C1)F)F